1-(5-(3-chloro-4-(cyclopentyloxy)phenyl)-1,2,4-oxadiazol-3-yl)-1H-indole-5-carbaldehyde ClC=1C=C(C=CC1OC1CCCC1)C1=NC(=NO1)N1C=CC2=CC(=CC=C12)C=O